NCCC=1C=NC(=NC1)C1=C(C=C(C#N)C=C1)N(C=1N(N=C(C1)C1=CC=CC=C1)C)C 4-[5-(2-aminoethyl)pyrimidin-2-yl]-3-[methyl-(2-methyl-5-phenylpyrazol-3-yl)amino]benzonitrile